(±)-(4aR,13bS)-10-chloro-4-isobutyl-11-methoxy-1,2,3,4,4a,5,6,13b-octahydro-8H-[1,6]naphthyridino[5,6-b]quinazolin-8-one ClC=1C=C2C(N3C(=NC2=CC1OC)[C@H]1CCCN([C@@H]1CC3)CC(C)C)=O |r|